NCC1COC(CN1)CC(=O)N1CC(C1)OC1=C(C2=C(C3C(B(O2)O)C3)C=C1)C(=O)O 5-[(1-{[5-(aminomethyl)morpholin-2-yl]acetyl}azetidin-3-yl)oxy]-2-hydroxy-1,1a,2,7b-tetrahydrocyclopropa[c][1,2]benzoxaborinine-4-carboxylic acid